FC=1C(=C(C=CC1F)[C@H]1[C@@H](S[C@](C1)(C(F)(F)F)C)C(=O)NC1=CC(=NC=C1)C(=O)NO)OC 4-((2R,3S,5R)-3-(3,4-difluoro-2-methoxyphenyl)-5-methyl-5-(trifluoromethyl)tetrahydrothiophene-2-carboxamido)-N-hydroxypyridineamide